dimethyl 2,7-naphthalenedi-carboxylate C1=C(C=CC2=CC=C(C=C12)C(=O)OC)C(=O)OC